CNC(=O)C1=CC=C2C=NN(C2=C1)C N,1-dimethyl-1H-indazole-6-carboxamide